(E)-5-chloro-N-(2-chloro-5-(4-(4-(4-oxopent-2-Enyl)piperazin-1-yl)quinazolin-6-yl)pyridin-3-yl)thiophene-2-sulfonamide ClC1=CC=C(S1)S(=O)(=O)NC=1C(=NC=C(C1)C=1C=C2C(=NC=NC2=CC1)N1CCN(CC1)C\C=C\C(C)=O)Cl